(S)-2-(3-(3-((1-Cyclopropylethyl)Carbamoyl)-1H-Pyrazol-5-Yl)Phenyl)-N-(Pentan-3-Yl)Oxazole-5-Carboxamide Methanesulfonate CS(=O)(=O)O.C1(CC1)[C@H](C)NC(=O)C1=NNC(=C1)C=1C=C(C=CC1)C=1OC(=CN1)C(=O)NC(CC)CC